6-((Cyclohexylmethyl)amino)-4-((4-methoxybenzyl)oxy)pyrazolo[1,5-a]pyridine-3-carbonitrile C1(CCCCC1)CNC=1C=C(C=2N(C1)N=CC2C#N)OCC2=CC=C(C=C2)OC